butyl-methane phosphinate [PH2](O)=O.C(CCC)C